lithium 8-bromo-5,6-dihydrobenzo[f]imidazo[1,5-d][1,4]oxazepine-10-carboxylate BrC1=CC(=CC=2C=3N(CCOC21)C=NC3)C(=O)[O-].[Li+]